C1(=CC=CC=C1)S(=O)(=O)N1C=C(C2=CC=C(C(=C12)F)Cl)S(=O)(=O)Cl 1-(benzenesulfonyl)-6-chloro-7-fluoro-indole-3-sulfonyl Chloride